2,2'-(methylazanediyl)bis(1,3-propanediol) CN(C(CO)CO)C(CO)CO